C1(=CC=CC=C1)C(C#N)(C[C@@H](C)N(C)C)C1=CC=CC=C1 (R)-2,2-diphenyl-4-dimethylaminopentanenitrile